F[C@H]1[C@@H](CN(CC1)C1=NC2=C(N1CC1=NC=C(C=N1)C(F)(F)F)C=CC=C2)N (3R,4R)-4-Fluoro-1-(1-((5-(trifluoromethyl)pyrimidin-2-yl)methyl)-1H-benzo[d]imidazol-2-yl)piperidin-3-amin